Butandinitril C(CCC#N)#N